C(C)(=O)N1C=C(C2=CC=CC=C12)CC(=O)N(C(C)C)CC(=O)NCC1=C(C(=CC=C1)Cl)F 2-(1-acetyl-1H-indol-3-yl)-N-(2-((3-chloro-2-fluorophenylmethyl)amino)-2-oxoethyl)-N-isopropylacetamide